O=C1NC(CCC1N1C(C2=CC=C(C=C2C1=O)N1CCC2(CC1)CCNCC2)=O)=O 2-(2,6-dioxopiperidine-3-yl)-5-(3,9-diazaspiro[5.5]undecane-3-yl)isoindoline-1,3-dione